(1-{[(tert-butyldiphenylsilyl)oxy]Methyl}cyclopropyl)ethan-1-ol [Si](C1=CC=CC=C1)(C1=CC=CC=C1)(C(C)(C)C)OCC1(CC1)C(C)O